C12CN(CC2C1)C1=NC(=CC=N1)C 2-(3-azabicyclo[3.1.0]hexane-3-yl)-6-methylpyrimidine